BrCCCN(C)C (3-bromopropyl)dimethylamine